4-methyl-1-cyclohexene-1,2-dicarboxylic acid CC1CC(=C(CC1)C(=O)O)C(=O)O